(R)-4-TERT-BUTYL 1-METHYL 2-((S)-6'-CHLORO-5-(((1R,2R)-2-((S)-1-HYDROXYALLYL)CYCLOBUTYL)METHYL)-3',4,4',5-TETRAHYDRO-2H,2'H-SPIRO[BENZO[B][1,4]OXAZEPINE-3,1'-NAPHTHALEN]-7-YL)SUCCINATE ClC=1C=C2CCC[C@]3(C2=CC1)CN(C1=C(OC3)C=CC(=C1)[C@H](C(=O)OC)CC(=O)OC(C)(C)C)C[C@H]1[C@@H](CC1)[C@H](C=C)O